2-propenoic acid, t-butyl ester C(C=C)(=O)OC(C)(C)C